2,4-dichloro-6-fluoro-N-(5-methyl-1,3,4-oxadiazol-2-yl)-3-(methylsulfinyl)benzamide ClC1=C(C(=O)NC=2OC(=NN2)C)C(=CC(=C1S(=O)C)Cl)F